6,7-dichloro-N-[5-(2,2-difluoroethyl)-4-methoxy-pyrimidin-2-yl]-1H-indole-3-sulfonic acid amide ClC1=CC=C2C(=CNC2=C1Cl)S(=O)(=O)NC1=NC=C(C(=N1)OC)CC(F)F